5-[(3S)-3-amino-5-fluoro-7-hydroxy-3,4-dihydro-2H-1-benzopyran-6-yl]-1λ6,2,5-thiadiazolidine-1,1,3-trione N[C@@H]1COC2=C(C1)C(=C(C(=C2)O)N2CC(NS2(=O)=O)=O)F